6-chloro-3-iodo-1-(tetrahydro-2H-pyran-2-yl)-1H-pyrazolo[4,3-C]pyridine ClC1=CC2=C(C=N1)C(=NN2C2OCCCC2)I